ClC1=C(C=CC=C1C1=C2CCC(C2=CC=C1)OC1=C(C(=C(C(=C1F)F)OC)F)F)C1N(CCC2=C1N=C(N2C)C(=O)N)C (2-chloro-3-(1-(2,3,5,6-tetrafluoro-4-methoxyphenoxy)-2,3-dihydro-1H-inden-4-yl)phenyl)-1,5-dimethyl-4,5,6,7-tetrahydro-1H-imidazo[4,5-c]pyridine-2-carboxamide